ClC1=CC=C(OC2=CC=C(C=C2)[N+](=O)[O-])C=C1 1-(4-chlorophenoxy)-4-nitrobenzene